C(C1=CC=CC=C1)[C@@]1(CCN2C1=NC=1C(=CC(=CC1C2=O)C)[C@@H](C)NC=2C(=NC(=CC2)Cl)C(=O)O)C 3-(((R)-1-((R)-3-benzyl-3,7-dimethyl-9-oxo-1,2,3,9-tetrahydropyrrolo[2,1-b]quinazolin-5-yl)ethyl)amino)-6-chloropicolinic acid